[O-]CCCC.[O-]CCCC.C(C(C)C)[Al+2] isobutylaluminum dibutoxide